(S)-4-chloro-2-aminobutyrate hydrochloride Cl.ClCC[C@@H](C(=O)O)N